C(C)OC(C)N1N=CC(=C1)C1=C(C=2N(C=N1)N=C(N2)NC2=C(C=C(C=C2)S(=O)(=O)C=2C=C(C=CC2)CC2CC(C2)C2=CC=C(C(=O)OC)C=C2)F)OC(C)C methyl 4-[3-({3-[4-({7-[1-(1-ethoxyethyl)pyrazol-4-yl]-8-isopropoxy-[1,2,4]triazolo[1,5-c]pyrimidin-2-yl}amino)-3-fluorobenzenesulfonyl]phenyl}methyl)cyclobutyl]benzoate